C1(=CC=C(C=C1)C(OCCN1CCN(CC1)CCCC1=CC=CC=C1)C1=CC=C(C=C1)C)C 1-(2-(di-p-tolylmethoxy)ethyl)-4-(3-phenylpropyl)piperazine